COC([C@H](C)Cl)=O.NN1C(C=CC(=C1)C#C[Si](C)(C)C)C#C[Si](C)(C)C 1-amino-2,5-bis((trimethylsilyl)ethynyl)pyridine methyl-(2S)-2-chloropropanoate